3-chloro-4-((4-(1,1-difluoroethyl)-6-oxo-1,6-dihydropyrimidin-5-yl)oxy)-5-methylbenzonitrile ClC=1C=C(C#N)C=C(C1OC1=C(N=CNC1=O)C(C)(F)F)C